FC=1C(=CC(=NC1)OC(C)C)B(O)O 5-FLUORO-2-ISOPROPOXYPYRIDINE-4-BORONIC ACID